4-(5-Chlorothiazol-2-yl)piperazin ClC1=CN=C(S1)N1CCNCC1